4-methyl-2-(methylthio)-4H-pyrrolo[2,3-d]Thiazole-5-carboxylic acid ethyl ester C(C)OC(=O)C1=CC2=C(N=C(S2)SC)N1C